IC=1C=NN2C1C=CC(=C2)C(C=O)(C)C 2-(3-iodopyrazolo[1,5-a]pyridin-6-yl)-2-methyl-propanal